FC1=C(COC=2C=C3CCC(C3=CC2)N2CC(C2)C(=O)O)C=CC=C1 (5-((2-fluorobenzyl)oxy)-2,3-dihydro-1H-inden-1-yl)azetidine-3-carboxylic acid